NC12CC(C1)(C2)NC(=O)N2C(C1=CC=CC=C1CC2)C2=C(C=C(C=C2)F)F N-(3-aminobicyclo[1.1.1]pentan-1-yl)-1-(2,4-difluorophenyl)-3,4-dihydroisoquinoline-2(1H)-carboxamide